(8-fluoro-6-(2-(((1-fluorocyclohexyl)methyl)amino)-7H-pyrrolo[2,3-d]pyrimidin-5-yl)imidazo[1,2-a]pyridin-3-yl)methanol FC=1C=2N(C=C(C1)C1=CNC=3N=C(N=CC31)NCC3(CCCCC3)F)C(=CN2)CO